COC(=O)C=1C=C(C=C(C1)N1N=NC(=C1)C1=CC=C(C=C1)C(F)(F)F)C1=CC=C(C=C1)C1(CC1)N 4'-(1-aminocyclopropyl)-5-(4-(4-(trifluoromethyl)phenyl)-1H-1,2,3-triazol-1-yl)-[1,1'-biphenyl]-3-carboxylic acid methyl ester